butyl 5,7-dimethyl-4-(((3S*,4R*)-4-phenyl-1-(2,2,2-trifluoroethyl)pyrrolidin-3-yl)oxy)-1H-indole-1-carboxylate CC=1C(=C2C=CN(C2=C(C1)C)C(=O)OCCCC)O[C@@H]1CN(C[C@H]1C1=CC=CC=C1)CC(F)(F)F |o1:19,23|